bis(1,1-dimethylethyl)-2,2-bipyridine CC(C)(C)C1=C(C(=NC=C1)C1=NC=CC=C1)C(C)(C)C